2,3,5-trifluoro-4-[(4-methoxyphenyl)methoxy]-N-({(1r,4r)-4-[5-(piperazin-1-yl)-2H-pyrazolo[4,3-b]pyridin-2-yl]cyclohexyl}methyl)benzamide FC1=C(C(=O)NCC2CCC(CC2)N2N=C3C(N=C(C=C3)N3CCNCC3)=C2)C=C(C(=C1F)OCC1=CC=C(C=C1)OC)F